3-((7R,14R)-1-(difluoromethoxy)-6-(methyl-d3)-5-oxo-5,6,7,14-tetrahydro-7,14-methanobenzo[f]benzo[4,5]imidazo[1,2-a][1,4]diazocin-11-yl)propiolonitrile FC(OC1=CC=CC=2C(N([C@H]3C=4N([C@@H](C21)C3)C3=C(N4)C=CC(=C3)C#CC#N)C([2H])([2H])[2H])=O)F